3,6-dibromo-9H-carbazol BrC=1C=CC=2NC3=CC=C(C=C3C2C1)Br